3-(CYCLOBUTYLTHIO)PHENYLBORONIC ACID C1(CCC1)SC=1C=C(C=CC1)B(O)O